CCCCCC(CC)N Octane-6-amine